COC(COC1=CC=C(C=C1)C1=CN=C(S1)N)=O 2-[4-(2-Aminothiazol-5-yl)phenoxy]acetic acid methyl ester